2-(hydroxypropyl)piperidine-1-carboxylic acid tert-butyl ester C(C)(C)(C)OC(=O)N1C(CCCC1)CCCO